NC1=CC=C(O[C@@H]2C[C@H](CC2)CO)C=C1 ((1S,3S)-3-(4-aminophenoxy)cyclopentyl)methanol